O=C1N[C@H]2[C@@H](OC1)CCN(C2)C(=O)N2CC(C2)C2=CC=C(C=C2)C2=C(C#N)C=CC=C2Cl 2-[4-[1-[(4aR,8aS)-3-Oxo-4,4a,5,7,8,8a-hexahydropyrido[4,3-b][1,4]oxazine-6-carbonyl]azetidin-3-yl]phenyl]-3-chloro-benzonitrile